C[C@H](CCCC(C)C)[C@H]1CC[C@@H]2[C@@]1(CC[C@H]3[C@H]2CC=C4[C@@]3(CC[C@@H](C4)OP(=O)(O)O)C)C cholesteryl phosphate